5-((1S,5R)-1-(5-(2,5-dihydro-1H-pyrrol-3-yl)-1,3,4-oxadiazol-2-yl)-5-(trifluoromethyl)-3-azabicyclo[3.1.0]hexan-3-yl)quinoline-8-carbonitrile N1CC(=CC1)C1=NN=C(O1)[C@@]12CN(C[C@]2(C1)C(F)(F)F)C1=C2C=CC=NC2=C(C=C1)C#N